OB1OC2=C(C=C1C)C=C(C=C2)NC2=NC=C(C(=N2)NC2COCCC2C#N)C 3-[[2-[(2-hydroxy-3-methyl-1,2-benzoxaborinin-6-yl)amino]-5-methyl-pyrimidin-4-yl]amino]tetrahydropyran-4-carbonitrile